(2-bromo-1-fluoroethyl)benzene BrCC(F)C1=CC=CC=C1